bis(isopropyl)cyclopentadienyldihydridomolybdenum C(C)(C)[MoH2](C1C=CC=C1)C(C)C